2-(5-methyl-cyclohexa-1,4-dien-1-yl)ethan-1-ol CC1=CCC=C(C1)CCO